C(C)(C)N1CC2=NC=C(C=C2C1)NC=1C(=NC(=C(N1)NC)C=1C2=C(C=NC1)N(C=N2)C)C(=O)OC methyl 3-[(6-isopropyl-5,7-dihydropyrrolo[3,4-b]pyridin-3-yl)amino]-5-(methylamino)-6-(3-methylimidazo[4,5-c]pyridin-7-yl)pyrazine-2-carboxylate